2-[(1S,3R,4R)-2-azabicyclo[2.2.1]heptan-3-yl]-6-[2-(2,6-dimethyl-4-pyridyl)-3-methyl-1H-indol-6-yl]-1H-benzimidazole [C@H]12N[C@H]([C@H](CC1)C2)C2=NC1=C(N2)C=C(C=C1)C1=CC=C2C(=C(NC2=C1)C1=CC(=NC(=C1)C)C)C